(S)-1'-(9-(2,3-dichlorophenyl)-7H-imidazo[1,2-c]pyrrolo[3,2-e]pyrimidin-5-yl)-1,3-dihydrospiro[indene-2,4'-piperidin]-1-amine ClC1=C(C=CC=C1Cl)C1=CNC2=C1C=1N(C(=N2)N2CCC3(CC2)[C@@H](C2=CC=CC=C2C3)N)C=CN1